(R)-1-(1-acryloylpyrrolidin-3-yl)-3-(4-(3-methoxy-2-methylphenoxy)phenyl)-1H-imidazo[4,5-c]pyridin-2(3H)-one C(C=C)(=O)N1C[C@@H](CC1)N1C(N(C=2C=NC=CC21)C2=CC=C(C=C2)OC2=C(C(=CC=C2)OC)C)=O